C(C)(C)(C)OC(=O)N1CCC(CC1)(CO)CN 4-(aminomethyl)-4-(hydroxymethyl)piperidine-1-carboxylic acid tert-butyl ester